4-(2-([4,4'-Bipiperidin]-1-yl)-2-oxoethoxy)-2-(2,6-dioxopiperidin-3-yl)isoindoline-1,3-dione trifluoroacetate salt FC(C(=O)O)(F)F.N1(CCC(CC1)C1CCNCC1)C(COC1=C2C(N(C(C2=CC=C1)=O)C1C(NC(CC1)=O)=O)=O)=O